1-oxidotetrahydro-1λ6-thiophen O=[SH2]1CCCC1